ClC1=NC(=NC(=C1C#N)NCC1=CC=NN1)SC 4-chloro-2-methylsulfanyl-6-(1H-pyrazol-5-ylmethylamino)pyrimidine-5-carbonitrile